1-(4-((7-methoxy-4-((4-methoxy-3'-(trifluoro-methoxy)-[1,1'-biphenyl]-3-yl)amino)quinazolin-6-yl)oxy)piperidin-1-yl)prop-2-en-1-one COC1=C(C=C2C(=NC=NC2=C1)NC=1C=C(C=CC1OC)C1=CC(=CC=C1)OC(F)(F)F)OC1CCN(CC1)C(C=C)=O